BrC=1C=CC=C2C(=CNC12)S(=O)(=O)NC1=NC(=C(C(=N1)OC)CC(F)F)OC 7-bromo-N-[5-(2,2-difluoroethyl)-4,6-dimethoxy-pyrimidin-2-yl]-1H-indole-3-sulfonic acid amide